4-amino-3-(2-(dimethylamino)ethoxy)-N-(3-(1-methyl-6-(trifluoromethyl)-1H-benzo[d]imidazol-5-yl)phenyl)benzamide NC1=C(C=C(C(=O)NC2=CC(=CC=C2)C2=CC3=C(N(C=N3)C)C=C2C(F)(F)F)C=C1)OCCN(C)C